thallium (I) sulfide [S-2].[Tl+].[Tl+]